ClC(Cl)(Cl)OC(=O)[C@]1(NCCC2=CC=CC=C12)C1=CC=CC=C1 (S)-1-phenyl-1,2,3,4-tetrahydroisoquinolinecarboxylic acid trichloromethyl ester